Trans-1-[4-(4,5-dichloro-6-oxo-pyridazin-1-yl)cyclohexyl]-3-[2-[1,1-dimethylethyl(dimethyl)silyl]oxyethyl]benzimidazol-2-one Cesium carbonate C([O-])([O-])=O.[Cs+].ClC=1C=NN(C(C1Cl)=O)[C@@H]1CC[C@H](CC1)N1C(N(C2=C1C=CC=C2)CCO[Si](C)(C)C(C)(C)C)=O.[Cs+]